Cl.COC=1C=C(C=CC1)N1CC2(CC1)CCNCC2 2-(3-methoxyphenyl)-2,8-diazaspiro[4.5]decane hydrochloride